6-(4-(5-(3,4-dichlorophenyl)-7,7-dimethyl-6,7-dihydro-5H-pyrrolo[2,3-b]pyrazine-2-carbonyl)-3,3-dimethylpiperazin-1-yl)-2,4-dimethylnicotinic acid methyl ester COC(C1=C(N=C(C=C1C)N1CC(N(CC1)C(=O)C=1N=C2C(=NC1)N(CC2(C)C)C2=CC(=C(C=C2)Cl)Cl)(C)C)C)=O